C(C1=CC=CC=C1)(=O)N[C@@]1(C[C@H](N(C1)C(=O)OC(C)(C)C)C(N)=O)C(N)=O t-butyl (2S,4R)-4-benzamido-2,4-dicarbamoylpyrrolidine-1-carboxylate